N,N-dimethyl-2-(methylamino)acetamide CN(C(CNC)=O)C